C(=O)(OC(C)(C)C)NCCCCCBr 5-(Boc-amino)-1-pentylbromide